C(=O)(O)C1=CC=CC=2NN=NC21 4-carboxybenzotriazol